4-(7-Chloro-1-methyl-2,3-dioxo-2,3-dihydropyrido[2,3-b]pyrazin-4(1H)-yl)-N-(4-Chlorophenyl)piperidine-1-carboxamide ClC1=CC2=C(N(C(C(N2C)=O)=O)C2CCN(CC2)C(=O)NC2=CC=C(C=C2)Cl)N=C1